N-(1,3-dihydroxypropan-2-yl)-4-(2-(4-fluorophenyl)-1H-pyrrolo[2,3-b]pyridin-5-yl)thiazole-2-carboxamide OCC(CO)NC(=O)C=1SC=C(N1)C=1C=C2C(=NC1)NC(=C2)C2=CC=C(C=C2)F